tert-butyl 1-oxo-2,8-diazaspiro[4.5]-decane-8-carboxylate O=C1NCCC12CCN(CC2)C(=O)OC(C)(C)C